ClC=1C=CC(=CC1)OC1CCC1 5-chloro-2-cyclobutoxybenzene